(3-acetyl-5-(2-(methylsulfonyl)pyrimidin-5-yl)-1H-indazol-1-yl)acetic acid C(C)(=O)C1=NN(C2=CC=C(C=C12)C=1C=NC(=NC1)S(=O)(=O)C)CC(=O)O